4-(4-bromo-1H-indol-1-yl)-1,3-dioxolan-2-one BrC1=C2C=CN(C2=CC=C1)C1OC(OC1)=O